(R)-3-(5-(difluoromethoxy)-2-fluorophenyl)-1-isopropyl-N-((S)-3-methyl-1,1-dioxidotetrahydrothiophen-3-yl)-4,5,6,7-tetrahydro-1H-indazole-6-carboxamide FC(OC=1C=CC(=C(C1)C1=NN(C=2C[C@@H](CCC12)C(=O)N[C@@]1(CS(CC1)(=O)=O)C)C(C)C)F)F